pentadecamethylenebis(ethyldimethylammonium) C(C)[N+](CCCCCCCCCCCCCCC[N+](C)(C)CC)(C)C